1-(2,4-dibromophenoxy)-3-(2,4-dibromophenylthio)propan-2-yl acrylate C(C=C)(=O)OC(COC1=C(C=C(C=C1)Br)Br)CSC1=C(C=C(C=C1)Br)Br